N(=C=O)C1=C(C(=C(C=C1)N=C=O)C)C 1,4-Diisocyanato-2,3-dimethylbenzene